COC(=O)C1=NC(=CC=C1N[C@H](C)C=1C=C(C=C2C(C=C(OC12)SCC)=O)C)Cl 6-chloro-3-[[(1R)-1-(2-ethylsulfanyl-6-methyl-4-oxo-chromen-8-yl)ethyl]amino]pyridine-2-carboxylic acid methyl ester